O=C1N(CCC(N1)=O)C1=CC=C(C=C1)N1CC(C1)C(=O)N1CCN(CC1)C1CCC(CC1)N1N=C2C=C(C(=CC2=C1)NC(C1=NC(=CC=C1)C(F)(F)F)=O)OC N-(2-((1r,4r)-4-(4-(1-(4-(2,4-dioxotetrahydropyrimidin-1(2H)-yl)phenyl)azetidine-3-carbonyl)piperazin-1-yl)cyclohexyl)-6-methoxy-2H-indazol-5-yl)-6-(trifluoromethyl)picolinamide